CC1=CC=C2C(=N1)N=CO2 5-Methyloxazolo[4,5-b]pyridine